thiophosphoryl-deoxythymidine-3'-yl-[3,4,5-tris(octadecyloxy) benzyl] succinate C(CCC(=O)[O-])(=O)OC(C1=CC(=C(C(=C1)OCCCCCCCCCCCCCCCCCC)OCCCCCCCCCCCCCCCCCC)OCCCCCCCCCCCCCCCCCC)[C@@]1(C[C@@H](O[C@@H]1CO)N1C(=O)NC(=O)C(C#P=S)=C1)O